8-((6-methoxy-1,2,3,4-tetrahydronaphthalen-1-yl) amino)-8-oxooctanoate COC=1C=C2CCCC(C2=CC1)NC(CCCCCCC(=O)[O-])=O